FC(S(=O)(=O)[O-])(F)F.C[N+]1=CC=CC=C1 methylpyridin-1-ium trifluoromethanesulfonate